1-hexadecyl-2-(9-carboxy-nonanoyl)-sn-glycero-3-phosphocholine C(CCCCCCCCCCCCCCC)OC[C@@H](OC(CCCCCCCCC(=O)O)=O)COP(=O)([O-])OCC[N+](C)(C)C